Cl.COC([C@@H](CC1=CC(=CC=C1)NC(C)=O)N)=O (2R)-2-amino-3-(3-acetamidophenyl)propionic acid methyl ester hydrochloride